C(C1=CC=CC=C1)OC1=NC(=CC=C1N1C(N(C2=C1C=CC(=C2)N2C[C@H](NCC2)C)C)=O)OCC2=CC=CC=C2 1-(2,6-dibenzyloxy-3-pyridyl)-3-methyl-5-[(3R)-3-methylpiperazin-1-yl]benzimidazol-2-one